NC1=CN=NC2=CC(=CC=C12)C=1C(=CC(=C(C1)B(O)O)OC)C1=NNC=N1 [5-(4-aminocinnolin-7-yl)-2-methoxy-4-(1H-1,2,4-triazol-3-yl)phenyl]boronic acid